NCC(=O)NCC(=O)O N-glycyl-glycine